N-propyl-2,5-bis-trimethylstannylpyrrole C(CC)N1C(=CC=C1[Sn](C)(C)C)[Sn](C)(C)C